Nickel-Copper [Cu].[Ni]